ClC1=CC=C(C=C1)C=1N=C2N(C=CC=N2)C1CN1CC2CCC(C1)N2C(=O)NC2=C(C=CC=C2F)F 3-{[2-(4-chlorophenyl)imidazo[1,2-a]pyrimidin-3-yl]methyl}-N-(2,6-difluorophenyl)-3,8-diaza-bicyclo[3.2.1]octane-8-carboxamide